pyrido[3,2-d]pyridazin-2,5(1h,6h)-dione N1C(C=CC=2C(NN=CC21)=O)=O